5-phenyl-4,5,6,7-tetrahydrothieno[3,2-c]pyridine-2-carboxylic acid ethyl ester C(C)OC(=O)C1=CC=2CN(CCC2S1)C1=CC=CC=C1